(S)-2-((tert-butoxycarbonyl)amino)-3-(diethoxy-phosphoryl)-propionic acid ethyl ester C(C)OC([C@@H](CP(=O)(OCC)OCC)NC(=O)OC(C)(C)C)=O